Cl.FC1=C2CNCC2=CC=C1F 4,5-difluoroisoindoline HCl